5-[4-amino-5-(trifluoromethyl)pyrrolo[2,1-f][1,2,4]triazin-7-yl]-N-{1-[(2,6-dichlorophenyl)methyl]-4-fluoropyrrolidin-3-yl}-2-methoxypyridine-3-carboxamide NC1=NC=NN2C1=C(C=C2C=2C=C(C(=NC2)OC)C(=O)NC2CN(CC2F)CC2=C(C=CC=C2Cl)Cl)C(F)(F)F